sodium bicarbonate, citrate salt C(CC(O)(C(=O)O)CC(=O)O)(=O)[O-].C(O)(O)=O.[Na+]